N-(3,3-dimethylbutyl)hexane-1,6-diamine CC(CCNCCCCCCN)(C)C